O1COC2=C1C=CC(=C2)C(C)N2CCN(CC2)C2=CN=C(S2)N 5-(4-(1-(benzo[d][1,3]dioxol-5-yl)ethyl)piperazin-1-yl)thiazol-2-amine